COC1=NN=C(S1)C=1C=CC(=C(C1)O)C1=CN=C(N=N1)N1C[C@@H](NCC1)C(C)C 5-(5-methoxy-1,3,4-thiadiazol-2-yl)-2-{3-[(3S)-3-(propan-2-yl)piperazin-1-yl]-1,2,4-triazin-6-yl}phenol